magnesium-silicon-copper-gallium [Ga].[Cu].[Si].[Mg]